{4-[(E)-2-ethoxyvinyl]phenyl}acetic acid C(C)O/C=C/C1=CC=C(C=C1)CC(=O)O